methyl-diazepane CN1NCCCCC1